2-bromo-3,6-dimethylcarbazole BrC1=CC=2NC3=CC=C(C=C3C2C=C1C)C